2-[4-(3-bromopyrazolo[1,5-a]pyridin-6-yl)-1H-pyrazol-1-yl]ethanol BrC=1C=NN2C1C=CC(=C2)C=2C=NN(C2)CCO